COC1=CC=C2CN(CC2=C1)C 6-methoxy-2-methylisoindolin